1-pentyl-2-ethylpiperidinium fluorid [F-].C(CCCC)[NH+]1C(CCCC1)CC